1,1,1,3,3,3-hexafluoro-propan-2-yl (S)-1-(benzyl-carbamoyl)-6-azaspiro[2.5]-octane-6-carboxylate C(C1=CC=CC=C1)NC(=O)[C@H]1CC12CCN(CC2)C(=O)OC(C(F)(F)F)C(F)(F)F